C(C)(C)(C)OC(=O)N1CC2C(C1)CC(C2)C=O 5-formylhexahydrocyclopenta[c]pyrrole-2(1H)-carboxylic acid tert-butyl ester